COC=1N=C(NN1)C=1C=CC(=C(C1)O)C=1N=NC(=CC1)O[C@@H]1C[C@]2(CC[C@@H](C1)N2)C 5-(4-methoxy-1,3,5-triazol-2-yl)-2-(6-(((1R,3S,5S)-1-methyl-8-azabicyclo[3.2.1]octan-3-yl)oxy)pyridazin-3-yl)phenol